tetracaprolactam dirhodium [Rh].[Rh].C1(CCCCCN1)=O.C1(CCCCCN1)=O.C1(CCCCCN1)=O.C1(CCCCCN1)=O